ClC1=NNC=2C1=NC(=CC2CN2C[C@H](CCC2)C)C(=O)[O-].[Li+] lithium (S)-3-chloro-7-((3-methylpiperidin-1-yl) methyl)-1H-pyrazolo[4,3-b]pyridine-5-carboxylate